C1=CC=CC=2C=CC3=C(C4=C(O3)C=CC=C4)C12.B(O)(O)O borate-benzo[B]naphtho[1,2-D]furan